FC=1C(=NC=CC1C1=CC(=CC=2C=COC21)COC2=C(C=CC=C2)CC(=O)OCC)C=O ethyl 2-(2-((7-(3-fluoro-2-formylpyridin-4-yl)benzofuran-5-yl)methoxy)phenyl)acetate